ethyl 1-isopropyl-2,4-dioxopiperidine-3-carboxylate C(C)(C)N1C(C(C(CC1)=O)C(=O)OCC)=O